1-((6-(2-azidoethyl)pyridin-3-yl)methyl)-4-(2,6-difluoro-4-nitrophenyl)piperazine N(=[N+]=[N-])CCC1=CC=C(C=N1)CN1CCN(CC1)C1=C(C=C(C=C1F)[N+](=O)[O-])F